O(P(OC\C=C(/C)\CCC=C(C)C)(=O)OP(=O)([O-])[O-])C\C=C(/C)\CCC=C(C)C Geranyl Geranyl Pyrophosphate